(pentamethylcyclopentadienyl)zirconium(IV) dichloride [Cl-].[Cl-].CC1=C(C(=C(C1(C)[Zr+3])C)C)C